1-(6,7-Dimethoxyisoquinolin-1-yl)-N3-(4-(2-(pyrrolidin-1-yl)ethoxy)phenyl)-1H-1,2,4-triazole-3,5-diamine COC=1C=C2C=CN=C(C2=CC1OC)N1N=C(N=C1N)NC1=CC=C(C=C1)OCCN1CCCC1